C(#N)C=1C=NN2C1C(=CC(=C2)C=2C=NN(C2)C)C=2C=CC(=NC2)N2C[C@@H]1C([C@@H]1C2)NC([C@@H](C(C)C)O)=O (R)-N-((1R,5S,6s)-3-(5-(3-cyano-6-(1-methyl-1H-pyrazol-4-yl)pyrazolo[1,5-a]pyridin-4-yl)pyridin-2-yl)-3-azabicyclo[3.1.0]hexan-6-yl)-2-hydroxy-3-methylbutanamide